3-amino-propanediol NCCC(O)O